N[Fe] amino-iron